[6-[(E)-2-(aminomethyl)-3-fluoro-allyloxy]-1-oxo-3,4-dihydroisoquinolin-2-yl]-N,N-dimethyl-acetamide hydrochloride Cl.NC/C(/COC=1C=C2CCN(C(C2=CC1)=O)CC(=O)N(C)C)=C\F